(3S)-6-(5-methyl-1,2,4-oxadiazol-3-yl)-2,3-dihydro-1-benzofuran-3-amine hydrochloride Cl.CC1=NC(=NO1)C1=CC2=C([C@@H](CO2)N)C=C1